N-(5-(2-(5-acetylamino-1,3,4-thiadiazol-2-ylmercapto)ethylthio)1,3,4-thiadiazol-2-yl)-2-(3-(trifluoromethoxy)phenyl)acetamide C(C)(=O)NC1=NN=C(S1)SCCSC1=NN=C(S1)NC(CC1=CC(=CC=C1)OC(F)(F)F)=O